6-((6-chloro-5-(trifluoromethyl)pyridin-2-yl)methyl)-2-azaspiro[3.3]Heptane-2-carboxylic acid ClC1=C(C=CC(=N1)CC1CC2(CN(C2)C(=O)O)C1)C(F)(F)F